5'-chloro-2'-(pyridine-4-carbonyl)-7',8'-dihydro-6'H-spiro[cyclohexane-1,9'-furo[2,3-f]quinazoline]-7'-one ClC=1C=C2C(=C3C4(NC(NC13)=O)CCCCC4)OC(=C2)C(=O)C2=CC=NC=C2